C(#N)C1(CC1)C(=O)NC=1C=CC=NC1 5-(1-cyanocyclopropane-1-carboxamido)pyridine